2-chloro-4-hydroxy-3-methoxybenzaldehyde ClC1=C(C=O)C=CC(=C1OC)O